3-chloro-2-(6-((6-(methoxymethyl)pyrimidin-4-yl)amino)-1H-pyrazolo[4,3-c]pyridin-1-yl)benzonitrile ClC=1C(=C(C#N)C=CC1)N1N=CC=2C=NC(=CC21)NC2=NC=NC(=C2)COC